1-(2-boronoethyl)-5-azaspiro[2.4]heptane-4-carboxylic acid B(O)(O)CCC1CC12C(NCC2)C(=O)O